(R)-3-(1-((6,7-dimethoxy-4-methylphthalazin-1-yl)amino)ethyl)-2-methylbenzonitrile COC=1C=C2C(=NN=C(C2=CC1OC)N[C@H](C)C=1C(=C(C#N)C=CC1)C)C